[5-[4-[4-chloro-3-[(1-cyanocyclopropyl)-(2,2-dimethylpropanoyl)carbamoyl] phenyl]pyrazol-1-yl]-1-methyl-4-(trifluoromethyl)pyrazol-3-yl]1,1,1,2,3,3,3-heptafluoropropane-2-sulfonate ClC1=C(C=C(C=C1)C=1C=NN(C1)C1=C(C(=NN1C)OS(=O)(=O)C(C(F)(F)F)(C(F)(F)F)F)C(F)(F)F)C(N(C(C(C)(C)C)=O)C1(CC1)C#N)=O